CNCC(CN)C N,2-dimethyl-1,3-propylenediamine